C(C)(=O)N1CCC(CC1)NCC=1C=CC(=NC1OC)C1=C(C(=NC=C1)C=1C(=C(C=CC1)C1=CC=C(C(=N1)OC)CN1CC2(C1)CNC(C2)=O)Cl)Cl 2-((6-(3-(5-(((1-Acetylpiperidin-4-yl)amino)methyl)-3'-chloro-6-methoxy-[2,4'-bipyridin]-2'-yl)-2-chlorophenyl)-2-methoxypyridin-3-yl)methyl)-2,6-diazaspiro[3.4]octan-7-one